5-(pyridazin-4-yl)pyridin-3-ol N1=NC=C(C=C1)C=1C=C(C=NC1)O